ClC=1C(=C(C=CC1)NC=1C(C(C1N[C@H](CC)C=1OC(=CC1)C)=O)=O)O (R)-3-(3-chloro-2-hydroxyphenylamino)-4-(1-(5-methylfuran-2-yl)propylamino)cyclobut-3-ene-1,2-dione